(4-methylpiperazin-1-yl)(4-(1,2,3,4-tetrahydroquinoline-2-yl)phenyl)methanone Methyl-6-cyclopropoxy-2-((1r,4r)-4-(2-hydroxyethyl)cyclohexyl)-2H-indazole-5-carboxylate COC(=O)C1=CC2=CN(N=C2C=C1OC1CC1)C1CCC(CC1)CCO.CN1CCN(CC1)C(=O)C1=CC=C(C=C1)C1NC2=CC=CC=C2CC1